COCCONC1=NC(NC=C1)=O methoxyethoxycytosine